3-(3-(1-methyl-1H-pyrazol-4-yl)naphthalen-1-yl)oxetan-3-amine CN1N=CC(=C1)C=1C=C(C2=CC=CC=C2C1)C1(COC1)N